CN1C(N(CC1)C1CN(CCC1)C=1N=NC(=C(N1)NC1=CC=C(C=C1)C1CCNCC1)C(=O)N)=O 3-(3-(3-methyl-2-oxoimidazolin-1-yl)piperidin-1-yl)-5-((4-(piperidin-4-yl)phenyl)amino)-1,2,4-triazine-6-carboxamide